4-(4-phenoxyphenyl)-4-vinyl-1,3-dioxolane-2-one O(C1=CC=CC=C1)C1=CC=C(C=C1)C1(OC(OC1)=O)C=C